2,6-dimethylquinolin CC1=NC2=CC=C(C=C2C=C1)C